1-octylnonyl 6-[3-[2-[2-[2-[2-(2-hydroxyethoxy)ethoxy]ethoxy]ethoxy]ethyl-octyl-amino]-2-[6-(1-octylnonoxy)-6-oxo-hexoxy]-3-oxo-propoxy]hexanoate OCCOCCOCCOCCOCCN(C(C(COCCCCCC(=O)OC(CCCCCCCC)CCCCCCCC)OCCCCCC(=O)OC(CCCCCCCC)CCCCCCCC)=O)CCCCCCCC